[Br-].CN(C=1C=CC=2C(C3=CC=C(C=C3N(C2C1)CCCCCCCCC)N(C)C)=O)C 3,6-bis(dimethylamino)-10-nonylacridone bromide